FC=1C=C(C=NC1C1(CC1)S(=O)(=O)C)OCCN1CCC2(CC1)C(NC1=CC=C(C=C12)C#N)=O 1'-(2-{[5-fluoro-6-(1-methanesulfonylcyclopropyl)pyridin-3-yl]oxy}ethyl)-2-oxo-1,2-dihydrospiro[indole-3,4'-piperidine]-5-carbonitrile